The molecule is a dihydroceramide in which the ceramide N-acyl group is specified as tricontanoyl. It is a N-acylsphinganine and a N-(ultra-long-chain-acyl)-sphingoid base. CCCCCCCCCCCCCCCCCCCCCCCCCCCCCC(=O)N[C@@H](CO)[C@@H](CCCCCCCCCCCCCCC)O